C(C)OC(C(C)(OC1=C(C=C(C=C1)CN1CCN(CC1)CC1=CC=C(C=C1)C(F)(F)F)C)C)=O 2-Methyl-2-(2-methyl-4-((4-(4-(trifluoromethyl)benzyl)piperazin-1-yl)methyl)phenoxy)propanoic acid ethyl ester